2,6-difluoro-4-(2-methyl-1-oxo-1,2-dihydro-2,7-naphthyridin-4-yl)benzaldehyde FC1=C(C=O)C(=CC(=C1)C1=CN(C(C2=CN=CC=C12)=O)C)F